tert-butyl 6-[4-(3-bromo-2-fluoro-anilino)pyrido[3,2-d]pyrimidin-6-yl]-1,6-diazaspiro[3.3]heptane-1-carboxylate BrC=1C(=C(NC=2C3=C(N=CN2)C=CC(=N3)N3CC2(CCN2C(=O)OC(C)(C)C)C3)C=CC1)F